ClC=1C(=NC(=NC1)NC1CCNCC1)C1=CNC2=CC=CC=C12 4-((5-chloro-4-(1H-indol-3-yl)pyrimidin-2-yl)amino)piperidine